The molecule is a benzyl alcohol with hydroxy substituents at positions 2 and 5 and a methanesulfinyl group at position 3. It is a fungal secondary metabolite from Ampelomyces sp. SC0307 and has antibacterial activity against Escherichia coli, Pseudomonas aeruginosa and Proteus vulgaris. It has a role as a metabolite and an antibacterial agent. It is a sulfoxide, a member of benzyl alcohols and a member of hydroquinones. CS(=O)C1=CC(=CC(=C1O)CO)O